FC=1C=C(C=C(C1CN1CC(C1)C(=O)O)OC)C1=C(C(=CC=C1)C1=C(C(=CC=C1)NC(=O)C1=CN=CN(C1=O)C)C)C 1-((3-fluoro-5-methoxy-2',2''-dimethyl-3''-(1-methyl-6-oxo-1,6-dihydropyrimidine-5-carboxamido)-[1,1':3',1''-terphenyl]-4-yl)methyl)azetidine-3-carboxylic acid